5-bromo-2-(1-fluorocyclobutyl)thiazole-4-carboxylic acid BrC1=C(N=C(S1)C1(CCC1)F)C(=O)O